ClC=1C(=NC(=NC1)NC=1C=NN(C1)CCO)C=1C=NN(C1)C1(CN(C1)S(=O)(=O)CC)CC#N 2-(3-(4-(5-chloro-2-((1-(2-hydroxyethyl)-1H-pyrazol-4-yl)amino)pyrimidin-4-yl)-1H-pyrazol-1-yl)-1-(ethylsulfonyl)azetidin-3-yl)acetonitrile